(9-fluorenylmethoxycarbonyl)-2,3,4,6-tetra-O-acetyl-alpha-D-mannopyranosyl-L-serine p-methoxybenzyl ester COC1=CC=C(COC([C@@H](N([C@@H]2[C@@H](OC(C)=O)[C@@H](O)[C@H](OC(C)=O)[C@H](O2)COC(C)=O)C(=O)OCC2C3=CC=CC=C3C=3C=CC=CC23)COC(C)=O)=O)C=C1